2-[3-(5-{[(5-Chlorothiophen-2-yl)methyl]sulfanyl}-1-(thiophen-2-carbonyl)-1H-pyrazol-3-yl)pyrrolidin-1-yl]-1-(morpholin-4-yl)ethan-1-on ClC1=CC=C(S1)CSC1=CC(=NN1C(=O)C=1SC=CC1)C1CN(CC1)CC(=O)N1CCOCC1